strontium silicate salt [Si]([O-])([O-])([O-])[O-].[Sr+2].[Sr+2]